N-((3-Chloropyridin-2-yl)methyl)-2-ethynylthiazole-4-carboxamide ClC=1C(=NC=CC1)CNC(=O)C=1N=C(SC1)C#C